5-(((trans-3-(3-cyclopropyl-4-(pyridin-2-ylamino)-1H-pyrazol-1-yl)cyclobutyl)methyl)amino)-2-(2,6-dioxopiperidin-3-yl)isoindoline-1,3-dione C1(CC1)C1=NN(C=C1NC1=NC=CC=C1)[C@@H]1C[C@H](C1)CNC=1C=C2C(N(C(C2=CC1)=O)C1C(NC(CC1)=O)=O)=O